1,1'-pyridin-2,6-diyl-bis(1,3,4,6,7,8-hexahydro-2H-pyrimido[1,2-a]pyrimidine) N1=C(C=CC=C1N1C=2N(CCC1)CCCN2)N2C=1N(CCC2)CCCN1